C(C)(C)(C)N1C(NC2=CC=C(C=C2C1=O)Cl)=O 3-(tert-butyl)-6-chloroquinazoline-2,4(1H,3H)-dione